CC(C)(OC(CC(CCC(CC(OC(C)(C)C)=O)([N+](=O)[O-])CC=1C=C(C=CC1O)CCC(=O)O)([N+](=O)[O-])CC=1C=C(C=CC1O)CCC(=O)O)=O)C (((2,2,13,13-tetramethyl-4,11-dioxo-3,12-dioxa-6,9-dinitrotetradecane-6,9-diyl)bis(methylene))bis(4-hydroxy-3,1-phenylene))dipropionic acid